3-[4-fluoro-5-[4-[4-[[4-[6-[5-(1-methylcyclopropoxy)-2H-indazol-3-yl]pyrimidin-4-yl]piperazin-1-yl]methyl]cyclohexoxy]-1-piperidyl]-1-oxo-isoindolin-2-yl]piperidine-2,6-dione FC1=C2CN(C(C2=CC=C1N1CCC(CC1)OC1CCC(CC1)CN1CCN(CC1)C1=NC=NC(=C1)C=1NN=C2C=CC(=CC12)OC1(CC1)C)=O)C1C(NC(CC1)=O)=O